3-bromo-N1-phenyl-benzene-1,2-diamine BrC1=C(C(=CC=C1)NC1=CC=CC=C1)N